ClC=1C(=C(C(=CC1)F)C=1C(N(N=C(C1O)C)C)=O)CCC1=CC2=C(N=NN2C)C=C1 [3-chloro-6-fluoro-2-[2-(3-methylbenzotriazol-5-yl)ethyl]phenyl]-5-hydroxy-2,6-dimethyl-pyridazin-3-one